benzyl 5-chloro-6-piperazin-1-yl-pyridine-3-carboxylate hydrochloride Cl.ClC=1C=C(C=NC1N1CCNCC1)C(=O)OCC1=CC=CC=C1